FC=1C=2C(C(=NC1)N1CCC3(COC3)C1)=CN(N2)C=2C(NC(NC2)=O)=O 5-[7-fluoro-4-(2-oxa-7-azaspiro[3.4]octan-7-yl)pyrazolo[4,3-c]pyridin-2-yl]-1H-pyrimidine-2,4-dione